Tert-butyl (2-(2-(2-(1-(2,6-dioxopiperidin-3-yl)-3-methyl-2-oxo-2,3-dihydro-1H-benzo[d]imidazol-5-yl)ethoxy)ethoxy)ethyl)carbamate O=C1NC(CCC1N1C(N(C2=C1C=CC(=C2)CCOCCOCCNC(OC(C)(C)C)=O)C)=O)=O